4-(4,4,5,5-tetramethyl-1,3,2-dioxaborolan-2-yl)-picolinenitrile CC1(OB(OC1(C)C)C1=CC(=NC=C1)C#N)C